FCCCCCC1=CC(=C(C=C1OC)CC(CC)N)OC 1-(4-(5-fluoropentyl)-2,5-dimethoxyphenyl)butan-2-amine